6a-methyl-11β-hydroxypregn-4-ene-3,20-dione C[C@H]1C[C@H]2[C@@H]3CC[C@H](C(C)=O)[C@]3(C[C@@H]([C@@H]2[C@]2(CCC(C=C12)=O)C)O)C